N-[1-(5-methoxy-2-pyrimidin-2-yl-pyrazol-3-yl)ethyl]-2-methyl-propane-2-sulfinamide COC=1C=C(N(N1)C1=NC=CC=N1)C(C)NS(=O)C(C)(C)C